ClC=1C(=C(C=C(C1)F)[C@H](C)N1C(CC(C1)OC(F)F)=O)COC=1C=CC=C2C(=CC(=NC12)C)C1=NC=NN1C 1-((s)-1-(3-chloro-5-fluoro-2-((2-methyl-4-(1-methyl-1H-1,2,4-triazol-5-yl)quinolin-8-yloxy)methyl)phenyl)ethyl)-4-(difluoromethoxy)pyrrolidin-2-one